FC(C1=NC(=NC=C1)C(=O)N[C@H](C)\C=C\S(=O)(=O)C)F 4-(difluoromethyl)-N-((R,E)-4-(methylsulfonyl)but-3-en-2-yl)pyrimidine-2-carboxamide